benzoyl-5'-O-((2-cyanoethoxy)(5'-O-(4,4'-dimethoxytrityl)-2'-O-methyluridine-3'-yl)phosphoryl)-2'-O-methylcytidine C(C1=CC=CC=C1)(=O)[C@@]1([C@H](OC)[C@H](O)[C@@H](COP(=O)([C@@]2([C@H]([C@@H](O[C@@H]2COC(C2=CC=C(C=C2)OC)(C2=CC=C(C=C2)OC)C2=CC=CC=C2)N2C(=O)NC(=O)C=C2)OC)O)OCCC#N)O1)N1C(=O)N=C(N)C=C1